N-acryloylbutanamine C(C=C)(=O)NCCCC